4-bromo-1-(2-((tert-butyldimethylsilyl)oxy)ethyl)-pyrrole-2-carbonitrile BrC=1C=C(N(C1)CCO[Si](C)(C)C(C)(C)C)C#N